N=1N=CN(C1)CN (4H-1,2,4-triazol-4-yl)methylamine